5-(8-((1S,2S)-2-(benzo[d]thiazol-6-yl)cyclopropyl)-3-fluoroimidazo[1,2-b]pyridazin-6-yl)pyrimidine-2,4(1H,3H)-dione S1C=NC2=C1C=C(C=C2)[C@@H]2[C@H](C2)C=2C=1N(N=C(C2)C=2C(NC(NC2)=O)=O)C(=CN1)F